7-nitro-4-(piperidin-4-yl)quinolin-8-ol [N+](=O)([O-])C1=CC=C2C(=CC=NC2=C1O)C1CCNCC1